C(C1=CC=CC=C1)OC1=C(C(=C2C=CC(=CC2=C1)NC(=O)NCCC1CCN(CC1)C1=CC2=C(N(C(N2C)=O)C2C(NC(CC2)=O)=O)C=C1)F)N1S(NC(C1)=O)(=O)=O 1-[7-benzyloxy-5-fluoro-6-(1,1,4-trioxo-1,2,5-thiadiazolidin-2-yl)-2-naphthyl]-3-[2-[1-[1-(2,6-dioxo-3-piperidyl)-3-methyl-2-oxo-benzimidazol-5-yl]-4-piperidyl]ethyl]urea